C(C)N1S(N=C(C=C1C(=O)NC1=NC(=CC=C1)C(F)(F)F)C1=CC(=C(C=C1)OC)C(F)(F)F)(=O)=O 2-ethyl-5-[4-methoxy-3-(trifluoromethyl)phenyl]-1,1-dioxo-N-[6-(trifluoromethyl)pyridin-2-yl]-2H-1λ6,2,6-thiadiazine-3-carboxamide